NC1=C(C(=O)NC2=CC=C(CCN(C(OC(C)(C)C)=O)C)C=C2)C=C(C(=C1)OC)OC tert-Butyl (4-(2-amino-4,5-dimethoxybenzamido)phenethyl)(methyl)carbamate